OC1=C(C=C(C=C1)C(C)(C)CC(C)(C)C)N1N=C2C(=N1)C=CC=C2 2-(2'-hydroxy-5'-(tert-octyl)-phenyl)-benzotriazole